N-(hydroxyethyl)-N-methylaminopropyl-trimethoxysilane OCCN(C)CCC[Si](OC)(OC)OC